F[Sb-](F)(F)(F)(F)F.C1(=CC=CC=C1)[S+](C1=CC=C(C=C1)SC1=CC=CC=C1)C1=CC=CC=C1 diphenyl-(4-(phenylthio)-phenyl)sulfonium hexafluoroantimonate